Bis(dimethylamine) tungsten [W].CNC.CNC